2-(6'-Fluorospiro[cyclobutane-1,1'-inden]-2'-yl)-1-(pyridin-2-yl)-1H-indole FC1=CC=C2C=C(C3(C2=C1)CCC3)C=3N(C1=CC=CC=C1C3)C3=NC=CC=C3